N-(2-bromo-4-(perfluoropropane-2-yl)-6-(trifluoromethyl)phenyl)-2-fluoro-3-(((6-fluoropyridine-3-carbonyl)oxy)(6-fluoropyridine-3-carbonyl)amino)benzamide BrC1=C(C(=CC(=C1)C(C(F)(F)F)(C(F)(F)F)F)C(F)(F)F)NC(C1=C(C(=CC=C1)N(C(=O)C=1C=NC(=CC1)F)OC(=O)C=1C=NC(=CC1)F)F)=O